3-benzoyl-1-(4-(1-((tert-butoxycarbonyl)amino)cyclobutyl)benzyl)thiourea C(C1=CC=CC=C1)(=O)NC(NCC1=CC=C(C=C1)C1(CCC1)NC(=O)OC(C)(C)C)=S